2,2-dimethyl-1-(1H-1,2,4-triazol-1-ylmethyl)cyclopentanol CC1(C(CCC1)(O)CN1N=CN=C1)C